methyl (S)-2-amino-3-(8-(6-(dimethylamino)-1-methyl-2,4-dioxo-1,4-dihydroquinazolin-3(2H)-yl)quinolin-5-yl)propanoate N[C@H](C(=O)OC)CC1=C2C=CC=NC2=C(C=C1)N1C(N(C2=CC=C(C=C2C1=O)N(C)C)C)=O